BrC=1SC2=C(C1Br)C=CC=C2 2,3-dibromobenzothiophene